OC(CCNC(=O)C1=NC=C(C=N1)NC(O[C@H](C)[C@H](C)OC1=CC2=C(N=C(S2)C2=C3N=CC(=NC3=CC(=C2)C)OC)C=C1F)=O)(C)C (2R,3S)-3-((5-fluoro-2-(2-methoxy-7-methylquinoxalin-5-yl)benzo[d]thiazol-6-yl)oxy)butan-2-yl (2-((3-hydroxy-3-methylbutyl)carbamoyl)pyrimidin-5-yl)carbamate